N1-(2-(dimethylamino)ethyl)-N1-ethyl-N2-methyl-N4-(4-(1-methyl-1H-indol-3-yl)-7H-pyrrolo[2,3-d]pyrimidin-2-yl)benzene-1,2,4-triamine CN(CCN(C=1C(=CC(=CC1)NC=1N=C(C2=C(N1)NC=C2)C2=CN(C1=CC=CC=C21)C)NC)CC)C